3-fluoro-4-((1-((2-(trimethyl-silyl)ethoxy)methyl)-1H-imidazol-4-yl)methyl)pyridine FC=1C=NC=CC1CC=1N=CN(C1)COCC[Si](C)(C)C